FC(C(=O)O)(F)F.FC1(CNCC[C@@H]1CNC=1C2=C(N=CN1)N(C=C2)S(=O)(=O)C2=CC=C(C)C=C2)F R-N-((3,3-difluoropiperidin-4-yl)methyl)-7-tosyl-7H-pyrrolo[2,3-d]pyrimidin-4-amine trifluoroacetate salt